O=C1NC(CCC1N1C(C2=CC=CC(=C2C1=O)NCC=1N=CN(C1)CCCN1CCC(CC1)NC(OC(C)(C)C)=O)=O)=O tert-butyl (1-(3-(4-(((2-(2,6-dioxopiperidin-3-yl)-1,3-dioxoisoindolin-4-yl) amino)methyl)-1H-imidazol-1-yl)propyl)piperidin-4-yl)carbamate